C(C)(=O)ON=C(C)C=1C=CC=2N(C3=CC=C(C=C3C2C1)C(C1=C(C=C(C=C1)OCC1OC(OC1)(C)C)C)=O)CC 1-[9-ethyl-6-{2-methyl-4-(2,2-dimethyl-1,3-dioxacyclopentyl)methoxybenzoyl}-9H-carbazol-3-yl]ethanone 1-(O-acetyloxime)